[N+](=O)([O-])C=1C(=NNC1C)C 4-nitro-3,5-dimethylpyrazole